C(C)(C)(C)OC(NC(CBr)C)=O N-(1-bromopropan-2-yl)carbamic acid tert-butyl ester